FC1([C@@H]2C[C@H](C[C@H](C1)N2C(=O)OC(C)(C)C)NC2=CC=C1C(=N2)OCC=2C=C(C=CC21)C2=CN=NC(=C2)OC)F tert-butyl (1R,3S,5S)-6,6-difluoro-3-{[8-(6-methoxypyridazin-4-yl)-6H-isochromeno[3,4-b]pyridin-3-yl]amino}-8-azabicyclo[3.2.1]octane-8-carboXYlate